2-(6-{5-chloro-2-[(oxazin-4-yl)amino]pyrimidin-4-yl}-1-oxo-2,3-dihydro-1H-isoindol-2-yl)-N-[(2R)-1-hydroxy-2-phenylpropan-2-yl]acetamide ClC=1C(=NC(=NC1)NC1=CNOC=C1)C1=CC=C2CN(C(C2=C1)=O)CC(=O)N[C@](CO)(C)C1=CC=CC=C1